CC1(NOC=C1)C(=O)O 3-methyl-isoxazolecarboxylic acid